(E)-4-methylbenzaldehyde oxime CC1=CC=C(/C=N/O)C=C1